difluoro(fumaric acid) borate B(O)(O)O.F\C(=C(/C(=O)O)\F)\C(=O)O